C(C)(C)N(C(CN1CCC(CC1)C1=CN=C(S1)C1=NNC(=C1CC(F)(F)F)C=1C=C(C=2N(C1)N=CN2)OC)=O)C N-isopropyl-2-(4-(2-(5-(8-methoxy-[1,2,4]triazolo[1,5-a]pyridin-6-yl)-4-(2,2,2-trifluoroethyl)-1H-pyrazol-3-yl)thiazol-5-yl)piperidin-1-yl)-N-methylacetamide